benzyl 5-(((benzyloxy) carbonyl) amino)-3-azabicyclo[5.1.0]octane-3-carboxylate C(C1=CC=CC=C1)OC(=O)NC1CN(CC2CC2C1)C(=O)OCC1=CC=CC=C1